C(C#C)OC1=CC=C(C=C1)C=1N=C2N(C=CC=C2)C1NC1=CC=C(C(=O)O)C=C1 4-((2-(4-(prop-2-yn-1-yloxy)phenyl)imidazo[1,2-a]pyridin-3-yl)amino)benzoic acid